1-3,3'-(Ethane-1,2-diylbis(5-carbamoyl-1H-benzo[d]imidazole-1,2-diyl))bis(4-methylbenzo[b]thiophene-2-carboxylic acid) C(CN1C(=NC2=C1C=CC(=C2)C(N)=O)C=2C1=C(SC2C(=O)O)C=CC=C1C)N1C(=NC2=C1C=CC(=C2)C(N)=O)C=2C1=C(SC2C(=O)O)C=CC=C1C